N-(3,4-Dimethoxybenzyl)-6-(naphthalen-2-yl)-4-oxo-3-(propan-2-yl)-4,5-dihydropyrazolo[1,5-a]-pyrazine-2-carboxamide COC=1C=C(CNC(=O)C2=NN3C(C(NC(=C3)C3=CC4=CC=CC=C4C=C3)=O)=C2C(C)C)C=CC1OC